1-(benzofuran-5-yl)-2-(methylamino)propan-1-one hydrochloride Cl.O1C=CC2=C1C=CC(=C2)C(C(C)NC)=O